C(C)(C)(C)OC(=O)N1CCC2(CCC2C2=CC(=CC=C2)OC(F)(F)F)CC1 (3-trifluoromethoxyphenyl)-7-azaspiro[3.5]nonane-7-carboxylic acid tert-butyl ester